5-(3-chloro-8-((1S,2S)-2-(3-fluoro-1-(2,2,2-trifluoroethyl)-1H-pyrazolo[4,3-b]pyridin-6-yl)cyclopropyl)imidazo[1,2-b]pyridazin-6-yl)pyrimidine-2,4(1H,3H)-dione ClC1=CN=C2N1N=C(C=C2[C@@H]2[C@H](C2)C=2C=C1C(=NC2)C(=NN1CC(F)(F)F)F)C=1C(NC(NC1)=O)=O